N-((2R,3S)-2-(((cis-4-(2,3-difluorophenyl)cyclohexyl)oxy)-methyl)piperidin-3-yl)methanesulfonamide FC1=C(C=CC=C1F)[C@H]1CC[C@H](CC1)OC[C@@H]1NCCC[C@@H]1NS(=O)(=O)C